ClC1=NC=C(C(=C1F)/C=C/N(C)C)[N+](=O)[O-] (E)-2-(2-chloro-3-fluoro-5-nitropyridin-4-yl)-N,N-dimethylvinylamine